CN1[C@@H](CCC1)COC1=NC=2CC3(CCC2C(=N1)N1CCNCC1)CCCCC3 (S)-2'-((1-methylpyrrolidin-2-yl)methoxy)-4'-(piperazin-1-yl)-5',8'-dihydro-6'H-spiro[cyclohexane-1,7'-quinazoline]